1,3,4,5-tetrahydro-2H-benzo[c]azepine C1NCCCC2=C1C=CC=C2